CC1N(C(CC(C1)C1=NN(C(=C1)C)C1=CC=C(C=C1)OC(F)(F)F)C)CCN1CCOCC1 4-[2-[2,6-dimethyl-4-[5-methyl-1-[4-(trifluoromethoxy)phenyl]pyrazol-3-yl]-1-piperidyl]ethyl]morpholine